C(#N)C1=C(N=C2N(C1=O)C=C(C=C2[C@@H](C)NC2=C(C(=O)O)C=CC=C2)C)N2CCN(CC2)C=2C=NN(C2)C (R)-2-((1-(3-cyano-7-methyl-2-(4-(1-methyl-1H-pyrazol-4-yl)piperazin-1-yl)-4-oxo-4H-pyrido[1,2-a]pyrimidin-9-yl)ethyl)amino)benzoic acid